ClC=1C=CC(=C(C1)N1CON(CO1)C(C(=O)NC1=CC=2N(C=C1)N=CC2)CC2=CC=CC=C2)N2N=NC(=C2)Cl 2-(4-(5-chloro-2-(4-chloro-1H-1,2,3-triazol-1-yl)phenyl)-2,5-dioxapiperazin-1-yl)-3-phenyl-N-(pyrazolo[1,5-a]pyridin-5-yl)propionamide